N-(3-methylpyridin-2-yl)-3-(5-(trifluoromethoxy)pyridin-2-yl)-1,2,4-thiadiazol-5-amine CC=1C(=NC=CC1)NC1=NC(=NS1)C1=NC=C(C=C1)OC(F)(F)F